2'-fluoro-deoxythymidine FC1[C@@H](O[C@@H]([C@H]1O)CO)N1C(=O)NC(=O)C(C)=C1